NC(C(CCC(=O)OC(C)(C)C)N1C(C2=CC=C(C=C2C1)C(CBr)=O)=O)=O tert-butyl 5-amino-4-(5-(2-bromoacetyl)-1-oxoisoindolin-2-yl)-5-oxopentanoate